dichlorodimethylgermanium Cl[Ge](C)(C)Cl